5-chloromethyl-3-tert-butylsalicylaldehyde ClCC1=CC(=C(C(C=O)=C1)O)C(C)(C)C